3-benzyl-1-(trans-4-((5-cyano-4-(oxetan-3-ylamino)pyrimidin-2-yl)amino)cyclohexyl)-1-(5-(1-methyl-1H-pyrazol-4-yl)pyrazin-2-yl)urea C(C1=CC=CC=C1)NC(N(C1=NC=C(N=C1)C=1C=NN(C1)C)[C@@H]1CC[C@H](CC1)NC1=NC=C(C(=N1)NC1COC1)C#N)=O